N-(4-Amino-1-cyclopropyl-3,4-dioxobutan-2-yl)-3-(2-isobutyramido-2-(tetrahydrofuran-3-yl)acetyl)-6,6-dimethyl-3-azabicyclo[3.1.0]hexane-2-carboxamide NC(C(C(CC1CC1)NC(=O)C1C2C(C2CN1C(C(C1COCC1)NC(C(C)C)=O)=O)(C)C)=O)=O